C(CCCCCCCCCCCCCCCCC=CCCCCCCCC)(=O)O 18-Heptacosenoic acid